[1,2,4]Triazolo[1,5-c]Pyrimidin-7-amine N=1C=NN2C=NC(=CC21)N